2,2'-azobis(2-hydroxymethyl-propionitrile) N(=NC(C#N)(C)CO)C(C#N)(C)CO